C(#N)C1=C(SC2=C1C(=NC=C2F)C=2C1=C(C=3C=NC(=NC3C2F)SCC)COC1)NC(OC(C)(C)C)=O tert-Butyl (3-cyano-4-(3-(ethylthio)-5-fluoro-7,9-dihydrofuro[3,4-f]quinazolin-6-yl)-7-fluorothieno[3,2-c]pyridin-2-yl)carbamate